C(C=C)(=O)OCCCOC(C=C)=O propane-1,3-diol diacrylate